C1(CC1)C1=C(C(=NO1)C1=C(C=CC=C1)OC(F)(F)F)COC1CCN(CCC1)C1=CC=C(C=C1)C1=NOC(N1)=O 3-(4-(4-((5-cyclopropyl-3-(2-(trifluoromethoxy)phenyl)isoxazol-4-yl)methoxy)azepan-1-yl)phenyl)-1,2,4-oxadiazol-5(4H)-one